1-(6,7-dihydro-5H-benzo[6,7]cyclohepta[1,2-c]pyridazin-3-yl)-N3-(3-chloro-4-(2-(pyrrolidin-1-yl)ethoxy)phenyl)-1H-1,2,4-triazole-3,5-diamine N1=NC(=CC2=C1C1=C(CCC2)C=CC=C1)N1N=C(N=C1N)NC1=CC(=C(C=C1)OCCN1CCCC1)Cl